C(CS(=O)O)N The molecule is an aminosulfinic acid comprising ethylamine having the sulfo group at the 2-position. It has a role as a metabolite, a human metabolite and a mouse metabolite. It is a conjugate acid of a hypotaurine(1-). It is a tautomer of a hypotaurine zwitterion.